7-hydroxy-3-methylisobenzofuran-1(3H)-one OC=1C=CC=C2C(OC(C12)=O)C